(3-azabicyclo[3.2.1]oct-1-yl)-N,N-dimethylacetamide C12(CNCC(CC1)C2)CC(=O)N(C)C